C(C=C)(=O)N1C[C@@H](CCC1)N1N=C(C2=C1C(NN=C2N)=O)C2=CC=C(C=C2)OC2=NC=CC=C2 (R)-1-(1-acryloyl-piperidine-3-yl)-4-amino-3-(4-(pyridin-2-yloxy)phenyl)-1H-pyrazolo[3,4-d]pyridazine-7(6H)-one